ClCCOCCOCCO (2-[2-(2-chloroethoxy)ethoxy])ethanol